8,8-dimethyl-7-(1-methylethyl)-6,10-dioxaspiro[4.5]decane CC1(C(OC2(CCCC2)OC1)C(C)C)C